(R)-methyl 1-(4-fluorophenyl)-6-(m-tolylsulfonyl)-4,4a,5,6,7,8-hexahydro-1H-pyrazolo[3,4-g]isoquinoline-4a-carboxylate FC1=CC=C(C=C1)N1N=CC2=C1C=C1CCN(C[C@]1(C2)C(=O)OC)S(=O)(=O)C=2C=C(C=CC2)C